ClC1=C2C(=NC=C1)C=C(O2)C=2C=NN(C2)C 7-chloro-2-(1-methyl-1H-pyrazol-4-yl)furo[3,2-b]pyridine